CC1=C(C=CC=C1NC(=O)C1=NN2C(C(CCC2)O)=C1)C1=C(C(=CC=C1)C1=CC=C(C=C1)CNC[C@H]1NC(CC1)=O)C N-(2,2'-dimethyl-4''-(((((S)-5-oxopyrrolidin-2-yl)methyl)amino)methyl)-[1,1':3',1''-terphenyl]-3-yl)-4-hydroxy-4,5,6,7-tetrahydropyrazolo[1,5-a]pyridine-2-carboxamide